C(C#C)NC(=O)C1=NC=NC=C1 N-(prop-2-yn-1-yl)pyrimidine-4-carboxamide